4-[1-[[4-[2-(2-Fluorophenoxy)ethyl-methyl-amino]tetrahydropyran-4-carbonyl]amino]cyclopropyl]benzoic acid, hydrochloride Cl.FC1=C(OCCN(C2(CCOCC2)C(=O)NC2(CC2)C2=CC=C(C(=O)O)C=C2)C)C=CC=C1